(S)-N-(7-(3-hydroxy-3-methylbut-1-yn-1-yl)-5-methyl-4-oxo-2,3,4,5-tetrahydrobenzo[b][1,4]oxazepin-3-yl)-6-methyl-4-phenoxypicolinamide OC(C#CC1=CC2=C(OC[C@@H](C(N2C)=O)NC(C2=NC(=CC(=C2)OC2=CC=CC=C2)C)=O)C=C1)(C)C